S1C=NC2=C1C=CC(=C2)NC2=CC=NC1=CC(=CC=C21)C2=CC=C(C(=O)N(C1CCN(CC1)C)C)C=C2 4-(4-(benzo[d]thiazol-5-ylamino)quinolin-7-yl)-N-methyl-N-(1-methylpiperidin-4-yl)benzamide